7-bromo-1-methyl-4,5-dihydronaphthoisoxazole BrC=1C=C2CCC3=C(C(=NO3)C)C2=CC1